N-dodecylmaleimide C(CCCCCCCCCCC)N1C(C=CC1=O)=O